(5-(6,7-Dimethoxyquinazolin-4-yl)pentyl)sulfonamide COC=1C=C2C(=NC=NC2=CC1OC)CCCCCS(=O)(=O)N